NC1=C(C(=O)NN)C=C(C=C1Br)Br 2-amino-3,5-dibromo-benzoyl-hydrazine